NC1=NC(=NC(=N1)N)CCOC(C(=C)C)=O 2,4-diamino-6-(methacryloyloxy)ethyl-1,3,5-triazine